4-(3-cyano-6-(2-hydroxy-2-methylpropyloxy)pyrazolo[1,5-a]pyridin-4-yl)-N-(1-(6-methoxypyridin-3-yl)ethyl)-1H-pyrazole-1-carboxamide C(#N)C=1C=NN2C1C(=CC(=C2)OCC(C)(C)O)C=2C=NN(C2)C(=O)NC(C)C=2C=NC(=CC2)OC